N-(2-(4-aminopiperidin-1-yl)ethyl)-6-(6-chloro-5-fluoro-3-methyl-1H-indol-2-yl)pyrazine-2-carboxamide NC1CCN(CC1)CCNC(=O)C1=NC(=CN=C1)C=1NC2=CC(=C(C=C2C1C)F)Cl